4-amino-7-chloro-N-((1S)-1-(5-fluoro-2-pyridinyl)ethyl)-N-methyl-1,3-dihydrofuro[3,4-c]quinoline-8-carboxamide NC1=NC=2C=C(C(=CC2C2=C1COC2)C(=O)N(C)[C@@H](C)C2=NC=C(C=C2)F)Cl